bromosulphur Br[S]